C1(=CC=CC=C1)\C(=C/C(=O)OCC)\C1(CC1)C(F)(F)F ethyl (2E)-3-phenyl-3-[1-(trifluoromethyl)cyclopropyl]prop-2-enoate